(R)-3-(6-(4-(hydroxy-methyl)piperidin-1-yl)-1-oxoisoindolin-2-yl)piperidine-2,6-dione OCC1CCN(CC1)C1=CC=C2CN(C(C2=C1)=O)[C@H]1C(NC(CC1)=O)=O